benzyl (R)-(2-(2-(((benzyloxy)carbonyl)amino)-3-(4-(4-fluorophenyl)-3-methyl-1H-indole-2-carboxamido)propoxy)ethyl)carbamate C(C1=CC=CC=C1)OC(=O)N[C@@H](COCCNC(OCC1=CC=CC=C1)=O)CNC(=O)C=1NC2=CC=CC(=C2C1C)C1=CC=C(C=C1)F